tert-Butyl N-(4-fluoro-3,5-dimethylphenyl)-N-[(2-methylpropan-2-yl)oxycarbonylamino]carbamate FC1=C(C=C(C=C1C)N(C(OC(C)(C)C)=O)NC(=O)OC(C)(C)C)C